CC=1C=C2C(=C3CCCCC3=C(C2=CC1)OC(C(=C)C)=O)O 6-methyl-9-methacryloyloxy-10-hydroxy-1,2,3,4-tetrahydroanthracene